((1R,3R)-1-(2,6-difluoro-4-(2-(3-(fluoromethyl)azetidin-1-yl)ethoxy)phenyl)-3-methyl-3,4-dihydro-1H-pyrido[3,4-b]indol-2(9H)-yl)(2-fluorocyclopropyl)methanone FC1=C(C(=CC(=C1)OCCN1CC(C1)CF)F)[C@H]1N([C@@H](CC2=C1NC1=CC=CC=C21)C)C(=O)C2C(C2)F